The molecule is a lignan isolated from Saururus cernuus and Saururus chinensis and has been shown to exhibit antineoplastic activity. It has a role as a metabolite and an antineoplastic agent. It is a lignan, a member of oxolanes, a dimethoxybenzene and a secondary alcohol. C[C@@H]1[C@H]([C@H](O[C@@H]1C2=CC(=C(C=C2)O[C@H](C)[C@@H](C3=CC(=C(C=C3)OC)OC)O)OC)C4=CC(=C(C=C4)O[C@H](C)[C@@H](C5=CC(=C(C=C5)OC)OC)O)OC)C